C(C)(C)(C)OC(=O)N1CCN(CC1)C=1C2=C(N=CN1)N(C=C2C2CC2)C2=NC=CC(=C2)C#N tert-Butyl-4-(7-(4-cyanopyridin-2-yl)-5-cyclopropyl-7H-pyrrolo[2,3-d]pyrimidin-4-yl)piperazine-1-carboxylate